C(CCCCCCC\C=C/C\C=C/C\C=C/CC)(=O)N[C@@H]([C@@H](C)CC)C(=O)O N-α-linolenoyl-isoleucine